CN1C(N(CC1)C1CC2CN(C1C2)C2=NC=C(C(=O)N)C=C2)=O 6-(6-(3-methyl-2-oxoimidazolin-1-yl)-2-azabicyclo[2.2.1]Heptan-2-yl)nicotinamide